C(C1=CC=CC=C1)OC=1C=C2CCNC(C2=CC1OC)\C=C\C1=C(C=C(C=C1)C=1C=NC=NC1)C 6-(benzyloxy)-7-methoxy-1-{(E)-2-[2-methyl-4-(pyrimidin-5-yl)phenyl]ethenyl}-1,2,3,4-tetrahydroisoquinoline